bis(3,4-dicarboxyphenoxy)benzophenone C(=O)(O)C=1C=C(OC=2C(=C(C(=O)C3=CC=CC=C3)C=CC2)OC2=CC(=C(C=C2)C(=O)O)C(=O)O)C=CC1C(=O)O